FC=1C=NN(C1)C=1C=CC(=C(C1)O)C1=CN=C(N=N1)O[C@@H]1[C@@H]([C@H]2C=C[C@@H](C1)N2)F 5-(4-fluoro-1H-pyrazol-1-yl)-2-(3-(((1R,2R,3S,5R)-2-fluoro-8-azabicyclo[3.2.1]oct-6-en-3-yl)oxy)-1,2,4-triazin-6-yl)phenol